N-tert-butyl-2-[4-[(2-tert-butylimidazol-1-yl)methyl]phenyl]-4-isobutylbenzenesulfonamide C(C)(C)(C)NS(=O)(=O)C1=C(C=C(C=C1)CC(C)C)C1=CC=C(C=C1)CN1C(=NC=C1)C(C)(C)C